FC=1C=C(C=C(C1)F)S(=O)(=O)C=1C=C2C=NNC2=CC1 5-((3,5-difluorophenyl)sulfonyl)-1H-indazole